C(C)OC(C(C1=C2N(C=N1)C[C@@H](C2)F)N2N=C1C(=C(C=C(C1=C2)C)C2=CC=C(C=C2)C2CCN(CC2)CC(C)F)Cl)=O (7-chloro-6-(4-(1-(2-fluoropropyl)piperidin-4-yl)phenyl)-4-methyl-2H-indazol-2-yl)-2-((R)-6-fluoro-6,7-dihydro-5H-pyrrolo[1,2-c]imidazol-1-yl)acetic acid ethyl ester